ClC=1C=C(OC2=C3C(C(C3=C(C=C2)C(F)(F)F)=O)(F)F)C=C(C1)F 2-(3-chloro-5-fluorophenoxy)-8,8-difluoro-5-trifluoromethylbicyclo[4.2.0]octa-1,3,5-trien-7-one